2-iodo-4-[(5-nitro-2-pyridinyl)oxy]benzonitrile IC1=C(C#N)C=CC(=C1)OC1=NC=C(C=C1)[N+](=O)[O-]